trans-4-(tert-butyldimethylsiloxy)-1-buten-1-ylboronic acid pinacol ester O([Si](C)(C)C(C)(C)C)CC/C=C/B1OC(C)(C)C(C)(C)O1